Methyl 3-(6-(2-aminophenyl)-2,6-diazaspiro[3.3]heptan-2-yl)-2-(1H-pyrrol-1-yl)benzoate NC1=C(C=CC=C1)N1CC2(CN(C2)C=2C(=C(C(=O)OC)C=CC2)N2C=CC=C2)C1